COC=1C=C(C=O)C=CC1OCCN1CCN(CC1)C 3-methoxy-4-[2-(4-methylpiperazin-1-yl)ethoxy]benzaldehyde